3-(6-Amino-9H-purin-9-yl)heptan-1-ol NC1=C2N=CN(C2=NC=N1)C(CCO)CCCC